FC(OC1=CC=C(C=C1)NC(NC1CCC(CC1)OC1=CC=C(C(=O)N)C=C1)=O)(F)F 4-(((1r,4r)-4-(3-(4-(trifluoromethoxy)phenyl)ureido)cyclohexyl)oxy)benzamide